(3S,5R)-5-({4-[2-hydroxy-4-(trifluoromethyl)phenyl]phthalazin-1-yl}amino)piperidin OC1=C(C=CC(=C1)C(F)(F)F)C1=NN=C(C2=CC=CC=C12)N[C@@H]1CCCNC1